(7-(2-(4-(6-fluorobenzo[b]thiophen-4-yl)piperazin-1-yl)ethyl)-2-oxo-3,4-dihydroquinolin-1(2H)-yl)methyl heptacosanoate C(CCCCCCCCCCCCCCCCCCCCCCCCCC)(=O)OCN1C(CCC2=CC=C(C=C12)CCN1CCN(CC1)C1=CC(=CC=2SC=CC21)F)=O